2-((benzoyloxy)imino)-1-phenylpropane-1-one C(C1=CC=CC=C1)(=O)ON=C(C(=O)C1=CC=CC=C1)C